6-(2'-Methoxy-4'-methyl-3,4,5,6-tetrahydro-2H-[1,3']bipyridinyl-4-yl)-4-(2-trifluoromethyl-benzyl)-2,4,6,7-tetrahydro-pyrazolo[4,3-d]pyrimidin-5-on COC1=NC=CC(=C1N1CCC(CC1)N1C(N(C=2C(C1)=NNC2)CC2=C(C=CC=C2)C(F)(F)F)=O)C